FC1=CC=C(C=C1)C=1N(C(=CC1)C(C)C)C(CN1C(O[C@]2(C1=O)CCC1=CC(=CC=C12)NC(=O)NC)=O)=O 1-((R)-3'-(2-((2S,5R)-2-(4-fluorophenyl)-5-isopropylpyrrol-1-yl)-2-oxoethyl)-2',4'-dioxo-2,3-dihydrospiro[indene-1,5'-oxazolidine]-5-yl)-3-methylurea